C(C)(C)N1N=CC=2C(=CC(=CC12)C=1C=NC(=CC1)N1CCN(CC1)C(C)C)C(=O)NCC=1C(NC(=CC1CCC)C)=O 1-isopropyl-6-(6-(4-isopropylpiperazin-1-yl)pyridin-3-yl)-N-((6-methyl-2-oxo-4-propyl-1,2-dihydropyridin-3-yl)methyl)-1H-indazole-4-carboxamide